5-((8-amino-7-fluoro-6-(8-methyl-2,3-dihydro-1H-pyrido[2,3-b][1,4]oxazin-7-yl)isoquinolin-3-yl)amino)-3,3-dimethylisobenzofuran-1(3H)-one NC=1C(=C(C=C2C=C(N=CC12)NC=1C=C2C(OC(C2=CC1)=O)(C)C)C1=C(C2=C(OCCN2)N=C1)C)F